2-(7-(8-methylnaphthalen-1-yl)-2-(((S)-1-methylpyrrolidin-2-yl)methoxy)-5,6,7,8-tetrahydropyrido[3,4-d]pyrimidin-4-yl)-2,5-diazabicyclo[2.2.2]octane CC=1C=CC=C2C=CC=C(C12)N1CC=2N=C(N=C(C2CC1)N1C2CNC(C1)CC2)OC[C@H]2N(CCC2)C